ClC=1C=C2C(=NC1)C(=CO2)C2=NN(C=C2)C 6-chloro-3-(1-methyl-1H-pyrazol-3-yl)furo[3,2-b]pyridine